C1(CCCCC1)C(=O)OOC(CCCC)=O valeroyl cyclohexylcarbonoyl peroxide